1'-(7-bromo-6-methyl-pyrazolo[1,5-a]pyrazin-4-yl)-2-(triisopropylsiloxymethyl)spiro[7H-cyclopenta[b]pyridin-6,4'-piperidin]-5-one BrC1=C(N=C(C=2N1N=CC2)N2CCC1(CC2)C(C=2C(=NC(=CC2)CO[Si](C(C)C)(C(C)C)C(C)C)C1)=O)C